nickel butyl(2-ethylhexyl) phosphinate [PH2](OC(C(CCCC)CC)CCCC)=O.[Ni]